tetra-sulfophenyl-porphyrin S(=O)(=O)(O)C=1C2=C(C3=C(C(=C(N3S(=O)(=O)O)C=C3C=CC(C=C4C=CC(=CC(C1)=N2)N4)=N3)C3=CC=CC=C3)S(=O)(=O)O)S(=O)(=O)O